6-(4-(trifluoromethyl)thiazol-2-yl)-2,6-diazaspiro[3.4]octane-8-carboxamide FC(C=1N=C(SC1)N1CC2(CNC2)C(C1)C(=O)N)(F)F